2-(4-Chloro-3-fluoro-phenoxy)-N-[1-[5-(2-methylazetidin-3-yl)-1,3,4-oxadiazol-2-yl]-3-bicyclo[1.1.1]pentanyl]acetamide ClC1=C(C=C(OCC(=O)NC23CC(C2)(C3)C=3OC(=NN3)C3C(NC3)C)C=C1)F